(S)-2-((3S,3'R)-4,4-difluoro-6'-oxo-[3,3'-bipiperidin]-1-yl)-N-(5-(2,4-difluorophenoxy)pyrazin-2-yl)propanamide FC1([C@H](CN(CC1)[C@H](C(=O)NC1=NC=C(N=C1)OC1=C(C=C(C=C1)F)F)C)[C@@H]1CNC(CC1)=O)F